Benzyl ((S)-1-(((R)-3,4-dioxobutan-2-yl)amino)-1-oxo-3-phenylpropan-2-yl)carbamate O=C([C@@H](C)NC([C@H](CC1=CC=CC=C1)NC(OCC1=CC=CC=C1)=O)=O)C=O